(Z)-{[bis(dimethylamino)methylidene]amino}-N-cyclohexyl-(cyclohexylamino)methaneiminium tetrakis(3-fluorophenyl)borate FC=1C=C(C=CC1)[B-](C1=CC(=CC=C1)F)(C1=CC(=CC=C1)F)C1=CC(=CC=C1)F.CN(C)C(N(C)C)=N\C(=[NH+]/C1CCCCC1)\NC1CCCCC1